4,6-Bis(3,5-dimethyl-4-hydroxybenzyl)pyrogallol methyl-2-(4-cyano-2-methoxy-phenoxy)-5-(3,6-dihydro-2H-pyran-4-yl)pyridine-3-carboxylate CC1=C(C(=NC=C1C=1CCOCC1)OC1=C(C=C(C=C1)C#N)OC)C(=O)O.CC=1C=C(CC2=C(C(=C(O)C(=C2)CC2=CC(=C(C(=C2)C)O)C)O)O)C=C(C1O)C